FC1=C(N)C=CC(=C1)OC(F)(F)F 2-fluoro-4-(trifluoromethoxy)aniline